ClC=1C=C(C(=C(C#N)C1)F)OC1=C(N=CN(C1=O)CC=1C(NC(=CC1)C)=O)C(C)(F)F 5-chloro-3-((4-(1,1-difluoroethyl)-1-((6-methyl-2-oxo-1,2-dihydropyridin-3-yl)methyl)-6-oxo-1,6-dihydropyrimidin-5-yl)oxy)-2-fluorobenzonitrile